CC=1OC2=C(N1)C=CC(=C2)C(=O)O 2-Methylbenzo-1,3-oxazole-6-carboxylic acid